N1CC(C1)=C1CN(CC1)C[C@@H]1CC[C@H](CC1)NS(=O)(=O)C N-(trans-4-((3-(azetidin-3-ylidene)pyrrolidin-1-yl)methyl)cyclohexyl)methanesulfonamide